FC(C(F)F)(OC1=CC=C(C(=O)N)C=C1)F 4-(1,1,2,2-tetrafluoroethoxy)benzamide